ClC=1C=C(C=C(C1)C(F)(F)F)C1(CC(=NO1)C1=CC=C(C2=CC=CC=C12)C(=O)Cl)C(F)(F)F 4-(5-(3-chloro-5-(trifluoromethyl)phenyl)-5-(trifluoromethyl)-4,5-dihydro-isoxazole-3-yl)-1-naphthoyl chloride